N-(5,7-difluoro-1,3-benzothiazol-2-yl)-3,5-dimethyladamantane-1-carboxamide FC=1C=C(C2=C(N=C(S2)NC(=O)C23CC4(CC(CC(C2)C4)(C3)C)C)C1)F